FC1=C2C(NC(C2=CC=C1)=O)O[C@@H]1COCC1 4-fluoro-3-[(3S)-oxolan-3-yloxy]-2,3-dihydro-1H-isoindol-1-one